FC(OC=1C=CC=C2C(=NN(C12)CCC)NC(C1=CC=C(C=C1)F)=O)F N-(7-(difluoromethoxy)-1-propyl-1H-indazol-3-yl)-4-fluorobenzamide